C1(CC1)C1=NC(=NO1)N[C@@H]1C[C@H](CC1)NC1=CC=C(C=N1)N1N=CC=C(C1=O)C 2-(6-(((1S,3S)-3-((5-cyclopropyl-1,2,4-oxadiazol-3-yl)amino)cyclopentyl)amino)pyridin-3-yl)-4-methylpyridazin-3(2H)-one